C1(=CC=CC=C1)C1=NC(=NC(=N1)C1=CC(=CC=C1)C1(C2=CC=CC=C2C=2C=CC=CC12)C1=CC=CC=C1)C1=CC=C(C=C1)C1=NC=CC=C1 2-phenyl-4-(3-(9-phenyl-9H-fluoren-9-yl)phenyl)-6-(4-(pyridin-2-yl)phenyl)-1,3,5-triazine